C(=O)C1=CC=C(OCC(=O)O)C=C1 (4-Formylphenoxy)acetic acid